3-((1H-indazol-4-yl)methyl)-5-methyl-7-((6-methylpyridin-2-yl)methyl)-3,5-dihydro-4H-pyridazino[4,5-b]indol-4-one N1N=CC2=C(C=CC=C12)CN1N=CC2=C(N(C=3C=C(C=CC23)CC2=NC(=CC=C2)C)C)C1=O